(cis)-tert-butyl 4-(4-(benzyloxy)-3,3-dimethyl-2,4-dioxobutyl)-3,3-difluorohexahydropyrrolo[3,2-b]pyrrole-1(2H)-carboxylate C(C1=CC=CC=C1)OC(C(C(CN1CC[C@@H]2N(CC([C@@H]21)(F)F)C(=O)OC(C)(C)C)=O)(C)C)=O